N-(3-fluoro-5-(trifluoromethyl)phenyl)-1-(imidazo[1,2-a]pyrazin-3-ylmethyl)indoline-6-carboxamide FC=1C=C(C=C(C1)C(F)(F)F)NC(=O)C1=CC=C2CCN(C2=C1)CC1=CN=C2N1C=CN=C2